CC=1C=C(C=CC1N)C1=CC(=CC(=C1)C1=CC(=C(C=C1)N)C)C1=CC(=C(C=C1)N)C 1,3,5-tris(3-methyl-4-aminophenyl)benzene